Boc-β-leucine C(=O)(OC(C)(C)C)N[C@@H](C(C)C)CC(=O)O